1-(methyl-d3)-2-nitro-1H-imidazole-5-carboxylic acid ethyl ester C(C)OC(=O)C1=CN=C(N1C([2H])([2H])[2H])[N+](=O)[O-]